CC1=C(C=NC=2OCCN(C21)C(=O)OC(C)(C)C)N2CC=1N=C(N=CC1CC2)NC2=CC=C(C=C2)C2CCN(CC2)C tert-butyl 8-methyl-7-(2-{[4-(1-methylpiperidin-4-yl)phenyl]amino}-5H,6H,7H,8H-pyrido[3,4-d]pyrimidin-7-yl)-1H,2H,3H-pyrido[2,3-b][1,4]oxazine-1-carboxylate